OC1=CC=C(C=C1)CC(C(=O)O)=O.O1NC(C=C1)=O isoxazolone 4-hydroxyphenylpyruvate